4-(6-Nitropyridin-2-yl)morpholine [N+](=O)([O-])C1=CC=CC(=N1)N1CCOCC1